FC(/C=C/[C@H]1[C@@H](C[C@@H]2OC[C@H](CC[C@@H]21)CCCC(=O)O)O)(COC2=CC(=CC=C2)C(F)(F)F)F 4-[(3S,5aR,6R,7R,8aS)-6-{(1E)-3,3-difluoro-4-[3-(trifluoromethyl)phenoxy]-1-buten-1-yl}-7-hydroxyoctahydro-2H-cyclopenta[b]oxepin-3-yl]butanoic acid